S-(1-tritylpyrazol-4-yl) benzenecarbothioate C1(=CC=CC=C1)C(SC=1C=NN(C1)C(C1=CC=CC=C1)(C1=CC=CC=C1)C1=CC=CC=C1)=O